3-(3-(3-((tert-butyldimethylsilyl)oxy)-2-fluoropropoxy)-5-cyclopropyl-4-nitro-1H-pyrazol-1-yl)-2,6-dimethylpyridine [Si](C)(C)(C(C)(C)C)OCC(COC1=NN(C(=C1[N+](=O)[O-])C1CC1)C=1C(=NC(=CC1)C)C)F